C(C)(C)(C)OC(=O)N1CCC(CC1)N(C)C=1C2=C(C=NC1)C=CO2 4-(furo[3,2-c]pyridin-7-yl-(methyl)amino)piperidine-1-carboxylic acid tert-butyl ester